Calcium Dinatrium 2-ethoxy-1-(1-(4-fluorobenzyl)-2,5-dimethyl-1H-pyrrol-3-yl)prop-2-en-1-one C(C)OC(C(=O)C1=C(N(C(=C1)C)CC1=CC=C(C=C1)F)C)=C.[Na].[Na].[Ca]